4-(9-(3,4-dichlorophenyl)-2-methyl-3,9-diazaspiro[5.5]undecane-3-carbonyl)quinolin-2(1H)-one ClC=1C=C(C=CC1Cl)N1CCC2(CCN(C(C2)C)C(=O)C2=CC(NC3=CC=CC=C23)=O)CC1